N-(2,2-difluoropropyl)-5-(3-ethylimidazo[1,2-a]pyrimidin-6-yl)pyrrolo[2,1-f][1,2,4]triazin-2-amine FC(CNC1=NN2C(C=N1)=C(C=C2)C=2C=NC=1N(C2)C(=CN1)CC)(C)F